C(C)C(CN(CC(CCCC)CC)CN1N=NC2=C1C=CC=C2)CCCC 1-(N,N-di(2-ethylhexyl)amino)methyl-1H-benzotriazole